C(CCCCCCCCC)#N n-decanenitrile